(3S,7R)-3-azabicyclo[3.3.0]octane-2-carboxylic acid methyl ester COC(=O)C1C2CCCC2CN1